N-[1-(aminooxymethyl)-2-(4-bromo-2-methyl-phenyl)ethyl]-3-(3-chloro-2-fluoro-phenoxy)-6-methyl-pyridazine-4-carboxamide NOCC(CC1=C(C=C(C=C1)Br)C)NC(=O)C1=C(N=NC(=C1)C)OC1=C(C(=CC=C1)Cl)F